FC(C=1C=NNC1)(F)F 4-(Trifluoromethyl)-1H-pyrazole